ClC1=CC=C(CN2CC(CCC2)C2=CC=NC=3N2N=C(C3C3=CN=CN3C)C)C=C1 7-(1-(4-Chlorobenzyl)piperidin-3-yl)-2-methyl-3-(1-methyl-1H-imidazol-5-yl)pyrazolo[1,5-a]pyrimidine